5-((S)-3-((2S,4R)-1-((S)-2-(1-fluorocyclopropane-1-carboxamido)-3,3-dimethylbutanoyl)-4-hydroxypyrrolidine-2-carboxamido)-3-(4-(4-methylthiazol-5-yl)phenyl)propanamido)pentanoic acid FC1(CC1)C(=O)N[C@H](C(=O)N1[C@@H](C[C@H](C1)O)C(=O)N[C@@H](CC(=O)NCCCCC(=O)O)C1=CC=C(C=C1)C1=C(N=CS1)C)C(C)(C)C